methyl 4-(butane-1-yn-1-yl)-1H-indazole-7-carboxylate C(#CCC)C1=C2C=NNC2=C(C=C1)C(=O)OC